ClC1=CC(=C(C=C1)NC(NC=1C=C(C=CC1[C@@H](C(F)(F)F)OCC)[C@H](CC(=O)O)CC)=O)F (S)-3-(3-(3-(4-chloro-2-fluorophenyl)ureido)-4-((S)-1-ethoxy-2,2,2-trifluoroethyl)phenyl)pentanoic acid